(3R)-3-{[2-(3-Fluoropyridin-4-yl)[1,2,4]triazolo[1,5-c]quinazolin-5-yl]amino}pyrrolidin-2-one FC=1C=NC=CC1C1=NN2C(=NC=3C=CC=CC3C2=N1)N[C@H]1C(NCC1)=O